3-((3,4-Dichlorophenethyl)amino)-2',3',5',6'-tetrahydro-1H-spiro[quinoxaline-2,4'-thiopyran]-7-carboxylic acid ClC=1C=C(CCNC2=NC3=CC=C(C=C3NC23CCSCC3)C(=O)O)C=CC1Cl